9,9-bis[4-(2-hydroxyethoxy)phenyl]-fluorene OCCOC1=CC=C(C=C1)C1(C2=CC=CC=C2C=2C=CC=CC12)C1=CC=C(C=C1)OCCO